CN1CCN(CC1)CCCNC(=O)OC(C(=O)OCCCCCCCC\C=C/CCCCCCCC)C(=O)OCCCCCCCC\C=C/CCCCCCCC di((Z)-octadec-9-en-1-yl) 2-(((3-(4-methylpiperazin-1-yl)propyl)carbamoyl)oxy)-malonate